4-bromo-2-(difluoromethyl)-thiophene BrC=1C=C(SC1)C(F)F